(S)-ethyl 8-(2-amino-6-((R)-1-(4-chloro-2-(2-(dimethylamino)pyridin-4-yl)phenyl)-2,2,2-trifluoroethoxy)pyrimidin-4-yl)-2,8-diazaspiro[4.5]decane-3-carboxylate NC1=NC(=CC(=N1)N1CCC2(C[C@H](NC2)C(=O)OCC)CC1)O[C@@H](C(F)(F)F)C1=C(C=C(C=C1)Cl)C1=CC(=NC=C1)N(C)C